C1(CC1)C1=C(C=C(C=C1)C(=O)OC)S(=O)(=O)NC1=C(C=CC(=C1)S(=O)(=O)C)C1=CCCCN1C(=O)OC(C)(C)C tert-butyl 6-(2-((2-cyclopropyl-5-(methoxycarbonyl)phenyl)sulfonamido)-4-(methylsulfonyl)phenyl)-3,4-dihydropyridine-1-carboxylate